C12(CCC(CC1)C2)NC(=O)C2=CC=C(C(=N2)C(=O)OC)C=2C(=CC1=C(OCCC3=C1SC=C3)C2)C(NC2=C(C=C(C=C2C)CNC(=O)OC(C)(C)C)C)=O methyl 6-(bicyclo[2.2.1]heptan-1-ylcarbamoyl)-3-(9-((4-(((tert-butoxycarbonyl)amino)methyl)-2,6-dimethylphenyl)carbamoyl)-4,5-dihydrobenzo[b]thieno[2,3-d]oxepin-8-yl)picolinate